COC1=CC=C(C=C1)N(C1=CC=C(C=C1)N)C1=CC=C(C=C1)OC N4,N4-Bis(4-methoxyphenyl)benzene-1,4-diamine